CN1C(SCN(C1)C)=S 3,5-dimethyl-tetrahydro-1,3,5-thiadiazin-2-thione